t-butyl peroxydecanate C(CCCCCCCCC)(=O)OOC(C)(C)C